7-(3,4-difluorobenzyl)-6-(methoxymethyl)-2-(5-methyl-2-((1-methyl-1H-pyrazol-5-yl)amino)pyrimidin-4-yl)-6,7-dihydroimidazo[1,2-a]pyrazin-8(5H)-one FC=1C=C(CN2C(C=3N(CC2COC)C=C(N3)C3=NC(=NC=C3C)NC3=CC=NN3C)=O)C=CC1F